[O-]CC.C(C)(C)(C)N=[Nb+2]C1C=CC=C1.[O-]CC t-butyliminocyclopentadienyl-niobium ethoxide